trans-tert-butyl-4-((4-(3-(2-(benzyloxy)-6-hydroxypyridin-3-yl)-1-methyl-1H-indazol-6-yl) piperazin-1-yl) methyl)-3-fluoropiperidine-1-carboxylate C(C)(C)(C)OC(=O)N1C[C@H]([C@@H](CC1)CN1CCN(CC1)C1=CC=C2C(=NN(C2=C1)C)C=1C(=NC(=CC1)O)OCC1=CC=CC=C1)F